6-(6-methyl-1H-indol-3-yl)pyrimidin-4-ol CC1=CC=C2C(=CNC2=C1)C1=CC(=NC=N1)O